2-(1-methylcyclopentyl)benzoyl chloride CC1(CCCC1)C1=C(C(=O)Cl)C=CC=C1